2,6-bis[5-(2-ethylhexyl)thiophen-2-yl]-4,8-diiodobenzo[1,2-d:4,5-d']bisthiazole C(C)C(CC1=CC=C(S1)C=1SC2=C(N1)C(=C1C(N=C(S1)C=1SC(=CC1)CC(CCCC)CC)=C2I)I)CCCC